6-(2-Hydroxy-1,1-dimethyl-ethyl)pyridine-2-carboxylic acid OCC(C)(C)C1=CC=CC(=N1)C(=O)O